ClC1=C(C=C(C(=O)N2CC=3N=C(N(C(C3C[C@H]2C)=O)[C@@H]2CC[C@H](CC2)C(=O)NC)NC(C)C)C=C1C(F)(F)F)F (trans)-4-((R)-7-(4-Chloro-3-fluoro-5-(trifluoromethyl)benzoyl)-2-(isopropylamino)-6-methyl-4-oxo-5,6,7,8-tetrahydropyrido[3,4-d]pyrimidin-3(4H)-yl)-N-methylcyclohexanecarboxamide